C(C)[C@@H]1[C@H](OC[C@@H](C1)CC)CCC (2R,3S,5R)-3,5-diethyl-2-propyl-tetrahydropyran